2-(4-nitro-2-(trifluoromethyl)benzoyl)cyclohexane-1,3-dione [N+](=O)([O-])C1=CC(=C(C(=O)C2C(CCCC2=O)=O)C=C1)C(F)(F)F